COC1=C(C=CC=C1)C=1N=C2N(C=CC(=N2)N)C1 2-(2-methoxyphenyl)imidazo[1,2-a]pyrimidin-7-amine